tert-butyl 4-[4-[(4,4,5,5-tetramethyl-1,3,2-dioxaborolan-2-yl)methyl]phenyl]piperidine-1-carboxylate CC1(OB(OC1(C)C)CC1=CC=C(C=C1)C1CCN(CC1)C(=O)OC(C)(C)C)C